4,5-dibromo-2-isopropyl-1-phenyl-1H-imidazole BrC=1N=C(N(C1Br)C1=CC=CC=C1)C(C)C